4-((1R,2S)-2-(cyclobutylamino)cyclopropyl)-5-methyl-N-(5-methyl-1,3,4-thiadiazol-2-yl)thiophene-2-carboxamide Hydrochloride Cl.C1(CCC1)N[C@@H]1[C@H](C1)C=1C=C(SC1C)C(=O)NC=1SC(=NN1)C